COC(=O)C=1C=NC(=C(C1C(=O)OC)CBr)Cl.C(CCC)[SiH](CC)CC butyl-diethyl-silane Dimethyl-5-(bromomethyl)-6-chloropyridine-3,4-dicarboxylate